C(C)(C)(C)OC(CC[C@H](NC(=O)OC(C)(C)C)C(=O)O)=O Boc-L-glutamic acid 5-tert-butyl ester